tert-butyl 2-(4-(1-(tert-butoxycarbonyl) pyrrolidin-2-yl)-2-fluorophenyl)-3-methylbenzo[d]imidazo[2,1-b]thiazol-7-carboxylate C(C)(C)(C)OC(=O)N1C(CCC1)C1=CC(=C(C=C1)C=1N=C2SC3=C(N2C1C)C=CC(=C3)C(=O)OC(C)(C)C)F